C(C1=CC=CC=C1)NCCC N-benzyl-propan-1-amine